ClC1=CC2=C(CCC3=C(N2C(CC2=C4C(NC(C4=CC=C2)=O)=O)CC)C=CC=C3OCCOCC#C)C=C1 4-(7-Chloro-2-[2-(prop-2-yn-1-yloxy)ethoxyl-10,11-dihydro-5H-dibenzo[b,f]azepin-5-yl]butyl)-1H-isoindole-1,3(2H)-dione